6-((3S,5R)-3,5-dimethylpiperazin-1-yl)-N-(6-(5-fluoro-2-methylphenyl)-5-(trifluoromethyl)pyridin-2-yl)pyridine-2-sulfonamide C[C@H]1CN(C[C@H](N1)C)C1=CC=CC(=N1)S(=O)(=O)NC1=NC(=C(C=C1)C(F)(F)F)C1=C(C=CC(=C1)F)C